[C@H]12CN(C[C@H](CC1)N2)C=2C1=C(N=C(N2)OC([2H])([2H])C23CCCN3CCC2)C(=C(N=C1)C1=C(C=CC(=C1)C(F)F)CC)F 4-((1R,5S)-3,8-Diazabicyclo[3.2.1]octan-3-yl)-7-(5-(difluoromethyl)-2-ethylphenyl)-8-fluoro-2-((tetrahydro-1H-pyrrolizin-7a(5H)-yl)methoxy-d2)pyrido[4,3-d]pyrimidine